2,6-dichloro-4-phenyl-pyridine ClC1=NC(=CC(=C1)C1=CC=CC=C1)Cl